Methyl (S)-2-(5-(N-(8-hydroxyoctyl)-1-(isoquinolin-4-yl)piperidine-3-carboxamido)-2-oxopyridin-1(2H)-yl)acetate OCCCCCCCCN(C(=O)[C@@H]1CN(CCC1)C1=CN=CC2=CC=CC=C12)C=1C=CC(N(C1)CC(=O)OC)=O